ONC(/C=C/C1=C(C=CC=C1)NC(=O)C1=CN=C(S1)C1=NC=CC=C1)=O (E)-N-(2-(3-(hydroxyamino)-3-oxoprop-1-en-1-yl)phenyl)-2-(pyridin-2-yl)thiazole-5-carboxamide